5-methyl-7-(4,4,5,5-tetramethyl-1,3,2-dioxaborolan-2-yl)-5H-pyrido[4,3-b]indole CN1C2=C(C=3C=CC(=CC13)B1OC(C(O1)(C)C)(C)C)C=NC=C2